Cl.CC1([C@H]2CN[C@@H]([C@@H]12)C(=O)N[C@H](C(=O)OC)C[C@H]1C(NCC1)=O)C (S)-methyl 2-((1R,2S,5S)-6,6-dimethyl-3-azabicyclo[3.1.0]hexane-2-carboxamido)-3-((S)-2-oxopyrrolidin-3-yl)propanoate hydrochloride